O=C1NC(CCC1N1C(C2=CC=C(C=C2C1)O[C@@H]1[C@H](CCCC1)NCC=1C=C(C#N)C=CC1)=O)=O 3-((((1S,2S)-2-((2-(2,6-dioxopiperidin-3-yl)-1-oxoisoindolin-5-yl)oxy)cyclohexyl)amino)methyl)benzonitrile